[Si](C)(C)(C(C)(C)C)OC1=CC=C2C3=C(C(OC2=C1)=O)C=C(C=C3)O[Si](C)(C)C(C)(C)C 3,8-bis((t-butyldimethylsilyl)oxy)-6H-benzo[c]chromen-6-one